N[C@H](C(=O)NC1=CC=C(C(=O)O)C=C1)CC1=CC=C(C=C1)NC(=O)OCCN(C)C (S)-4-(2-amino-3-(4-(((2-(dimethylamino)ethoxy)carbonyl)amino)phenyl)propionamido)benzoic acid